(R)-4-(2-(8-cyanoquinolin-5-yl)-4-methyl-1,2,3,4-tetraHydropyrazino[1,2-b]indazole-8-carbonyl)piperazine-1-carboxylate C(#N)C=1C=CC(=C2C=CC=NC12)N1CC=2N(N=C3C=C(C=CC23)C(=O)N2CCN(CC2)C(=O)[O-])[C@@H](C1)C